BrC1=NC(=C(C(=O)N)C=C1)N1C(CC(C1)CCCN1C(C2=CC=CC=C2C1=O)=O)(C)C 6-bromo-2-(4-(3-(1,3-dioxoisoindolin-2-yl)propyl)-2,2-dimethylpyrrolidin-1-yl)nicotinamide